1-(3-Sulfopropyl)Vinylpyridinium S(=O)(=O)(O)CCCC(=C)[N+]1=CC=CC=C1